NC=1C(=C(C=CC1)N1C(SC=C1)C(=O)C1NCCN(C1)C(=O)[O-])OC 5-(3-(3-Amino-2-methoxyphenyl)thiazole-2-carbonyl)piperazine-1-carboxylate